L-3-trifluoromethyl-4-nitrophenol FC(C=1C=C(C=CC1[N+](=O)[O-])O)(F)F